2-cyclohexyldecalin C1(CCCCC1)C1CC2CCCCC2CC1